CN1C=C([C@H]2[C@H](O)[C@H](O)[C@@H](CO)O2)C(N(C1=O)CCC(C(=O)O)N)=O 1-Methyl-3-(3-amino-3-carboxypropyl)pseudouridine